C1(CC1)C(=O)N1CCC(C1)OC1=CC(=NC=C1)N1CC(C1)F (cyclopropanecarbonyl)-4-((2-(3-fluoroazetidin-1-yl)pyridin-4-yl)oxy)pyrrolidin